5-amino-2-butanoyloxy-benzoic acid HCl salt Cl.NC=1C=CC(=C(C(=O)O)C1)OC(CCC)=O